N1N=NN=C1C1=CC=C(C=C1)C1CN(CCC1CC1=C2C=CNC2=C(C=C1C)C)CC(F)(F)F 4-((3-(4-(1H-tetrazol-5-yl)phenyl)-1-(2,2,2-trifluoroethyl)piperidin-4-yl)methyl)-5,7-dimethyl-1H-indole